C(C1=CC=CC=C1)SC1=CC(=NC=C1OC)C(=O)OC methyl 4-benzylsulfanyl-5-methoxy-pyridine-2-carboxylate